CC(C(=O)OCCCCCCCCCCCC)=C 2-METHYL-2-PROPENOIC ACID, DODECYL ESTER